BrC1=CC(N(C=C1)C(CN(C)C)C1=CC(=CC=C1)Br)=O 4-bromo-1-(1-(3-bromophenyl)-2-(dimethylamino)ethyl)pyridin-2(1H)-one